C1(CC1)S(=O)(=O)N1CCN(CC1)C1=C(C=NC2=CC=C(C=C12)F)C(=O)N1CCN(CC1)S(=O)(=O)C (4-(4-(Cyclopropylsulfonyl)piperazin-1-yl)-6-fluoroquinolin-3-yl)(4-(methylsulfonyl)piperazin-1-yl)methanone